5-(2-Chloro-5-fluoropyrimidin-4-yl)-6-methyl-3-propan-2-ylthieno[2,3-d]imidazole ClC1=NC=C(C(=N1)C1=C(C2=C(N(C=N2)C(C)C)S1)C)F